FC(C=1C(=NC=CN1)C1(CC1)C(=O)N[C@H](C(=O)O)CCN(CCCCC1=NC=2NCCCC2C=C1)C[C@@H](CF)OC)F (S)-2-(1-(3-(difluoromethyl)pyrazin-2-yl)cyclopropane-1-carboxamido)-4-(((S)-3-fluoro-2-methoxypropyl)(4-(5,6,7,8-tetrahydro-1,8-naphthyridin-2-yl)butyl)amino)butanoic acid